Cl.NC=1C(=NC(=CN1)C=1C=NN(C1)C1CCN(CC1)CCCN1CCNCC1)C(=O)O[C@@H](C(=O)NC1=CC=C(C=C1)F)C1=C(C=CC=C1)Cl (R)-1-(2-chlorophenyl)-2-((4-fluorophenyl)amino)-2-oxoethyl 3-amino-6-(1-(1-(3-(piperazin-1-yl)propyl) piperidin-4-yl)-1H-pyrazol-4-yl)pyrazine-2-carboxylate hydrochloride